ClC=1C=NC(=C(C(=O)NC2CCC(CC2)CN2C(N(C3=C2C=CC=C3)C=3C=NC(=CC3)N[C@@H]3COCC3)=O)C1)C(F)(F)F 5-chloro-N-((1S,4r)-4-((2-oxo-3-(6-(((S)-tetrahydrofuran-3-yl)amino)pyridin-3-yl)-2,3-dihydro-1H-benzo[d]imidazol-1-yl)methyl)cyclohexyl)-2-(trifluoromethyl)nicotinamide